ClC=1C=C2C(=NC=NC2=CC1C1=C(C=CC(=N1)N)C(F)F)N1CCNCC1 6-[6-chloro-4-(piperazin-1-yl)quinazolin-7-yl]-5-(difluoromethyl)pyridin-2-amine